C(C)(C)(C)SC1=C(N(C2=CC=C(C=C12)OCC1=NC=C(C=C1)C)CC1=CC=C(C=C1)C=1C=NC(=CC1)OCC)CC(C(=O)O)(C)C 3-[3-tert-butylsulfanyl-1-[4-(6-ethoxy-pyridin-3-yl)-benzyl]-5-(5-methyl-pyridin-2-ylmethoxy)-1H-indol-2-yl]-2,2-dimethyl-propionic acid